BrC1=C(C(=O)NC2=NC=CC(=C2)C)C=C(C=C1)N1C=NN=C1 2-bromo-N-(4-methylpyridin-2-yl)-5-(4H-1,2,4-triazol-4-yl)benzamide